N-[5-(1H-benzimidazol-2-yl)-1H-pyrazol-3-yl]-3-chloro-4-(2-methoxyethylamino)benzamide N1C(=NC2=C1C=CC=C2)C2=CC(=NN2)NC(C2=CC(=C(C=C2)NCCOC)Cl)=O